Cl.CC=1C(=NC=C(C1)OC1CNCC1)C(=O)N methyl-5-(pyrrolidin-3-yloxy)pyridineamide hydrochloride